1-[(2R)-1-[5-(1-phenyl-1H-pyrazol-4-yl)-1H-pyrrole-2-carbonyl]pyrrolidin-2-yl]methanamine C1(=CC=CC=C1)N1N=CC(=C1)C1=CC=C(N1)C(=O)N1[C@H](CCC1)CN